C1(=CC=CC=C1)C(=O)OC(CCCC)CCCCCCC 5-dodecyl benzenecarboxylate